C1=C(C=CC2=NC3=CC=CC=C3C=C12)C(=O)NCC(=O)OC methyl (acridine-2-carbonyl)glycinate